(Z)-nonadienal C(\C=C/C=CCCCC)=O